OC(CCCCCC=C[C@H]1CCC[C@@H]1CC=CCCCC(=O)[O-])(O)O trihydroxyprosta-5,13-dien-1-oate